FC(C(C(C(C(C(C(C(F)(F)F)(F)F)(F)F)(F)F)(F)F)(F)F)(F)F)(S(=O)(=O)N)F perfluorooctanesulfonamid